5-bromo-1-methyl-3-(trifluoromethyl)pyrrolo[2,3-b]pyridine BrC=1C=C2C(=NC1)N(C=C2C(F)(F)F)C